O[C@H]1[C@H](CCC1)NC(=O)C1=NC=CC=C1 N-[(1S,2R)-2-hydroxycyclopentyl]pyridine-2-carboxamide